diiminozinc N=[Zn]=N